O1C(OCC1)C1=CC(=C(C(=C1)OCC)C1(CC1)O)OCC 1-[4-(1,3-dioxolan-2-yl)-2,6-diethoxyphenyl]cyclopropan-1-ol